FC1=C(C=CC(=C1)C1=NC=CC2=C1N=C(N2CC(F)(F)F)C(F)(F)F)C(=O)N2CCOCC2 (2-fluoro-4-(1-(2,2,2-trifluoroethyl)-2-(trifluoromethyl)-1H-imidazo[4,5-c]pyridin-4-yl)phenyl)(morpholin-4-yl)methanone